FC1(CCC(N(C1)C(CN1C[C@@H](O[C@H](C1)C)C)C1=CN=C(S1)NC([C@H](C1CCC(CC1)C)NC(OC(C)(C)C)=O)=O)=O)F tert-butyl ((1S)-2-((5-(1-(5,5-difluoro-2-oxopiperidin-1-yl)-2-((2S,6S)-2,6-dimethylmorpholino)ethyl)thiazol-2-yl)amino)-1-((1r,4S)-4-methylcyclohexyl)-2-oxoethyl)carbamate